CN1C(N(C2=C1C=C1C(OCC13CCNCC3)=C2)C2C(NC(CC2)=O)=O)=O 3-(1-methyl-2-oxo-1,2-dihydro-3H,6H-spiro[benzofurano[5,6-d]imidazol-7,4'-piperidin]-3-yl)piperidine-2,6-dione